FC1=CC=C(C=C1)NC([C@@H](C)C=1C=C2CCCN(C2=CC1)C([C@H](C(C)C)O)=O)=O (2S)-N-(4-fluorophenyl)-2-{1-[(2S)-2-hydroxy-3-methylbutanoyl]-1,2,3,4-tetrahydroquinolin-6-yl}propanamide